6-(4-methoxyphenyl)-1-(2-morpholinoethyl)-2-oxo-1,2-dihydroquinoline-3-carboxylic acid COC1=CC=C(C=C1)C=1C=C2C=C(C(N(C2=CC1)CCN1CCOCC1)=O)C(=O)O